C(CCCCCCC\C=C/C=C\CC)(=O)OC methyl (Z,Z)-9,11-tetradecadienoate